C(C1CO1)OC[SiH](OCC)OCC (2,3-epoxypropoxy)methyldiethoxysilane